C12(CCCCC1)CC(C)(CC)OOC(C2)(C)CC cyclohexylidenebis[tert-amyl]peroxide